2-((3-(3-((2-(2,6-dioxopiperidin-3-yl)-4-fluoro-1-oxoisoindolin-5-yl)methyl)ureido)-5-(trifluoromethyl)phenoxy)methyl)acrylic acid O=C1NC(CCC1N1C(C2=CC=C(C(=C2C1)F)CNC(NC=1C=C(OCC(C(=O)O)=C)C=C(C1)C(F)(F)F)=O)=O)=O